BrCCCCOC1=C(OC2=CC(=CC(=C2C1=O)OC)OC)C1=CC(=C(C(=C1)OC)OC)OC 3-(4-bromobutoxy)-5,7-dimethoxy-2-(3,4,5-trimethoxyphenyl)-4H-chromene-4-one